(E)-2-(5-bromo-1H-indol-3-yl)-N'-(4-methoxybenzylidene)thiazole-4-carbohydrazide BrC=1C=C2C(=CNC2=CC1)C=1SC=C(N1)C(=O)N/N=C/C1=CC=C(C=C1)OC